FC=1C=C(C=CC1)C1(C(CCCC1)=O)N 2-(3-fluorophenyl)-2-aminoCyclohexanone